C(C)(=O)N(C(CCCNC)=O)CC N-acetyl-N-ethyl-4-(methylamino)butanamide